O1C=C(C=C1)C1=CC=CC=2N1N=C(N2)N 5-(furan-3-yl)-[1,2,4]triazolo[1,5-a]pyridin-2-amine